ClC1=C(C(=O)N2COC3=C(C2)C=CC=C3C3=CC(=C(C(=O)O)C=C3F)N3C2COCC3CC2)C(=CC(=C1)N1[C@@H](COCC1)C)Cl 4-[3-[2,6-Dichloro-4-[(3R)-3-methylmorpholin-4-yl]benzoyl]-2,4-dihydro-1,3-benzoxazin-8-yl]-5-fluoro-2-(3-oxa-8-azabicyclo[3.2.1]octan-8-yl)benzoic acid